4-(6-(2,9-diazaspiro[5.5]undec-9-yl)pyridin-3-yl)-6-ethoxy-1H-pyrazolo[3',4':3,4]pyrazolo[1,5-a]pyridine C1NCCCC12CCN(CC2)C2=CC=C(C=N2)C=2C=1N(C=C(C2)OCC)N=C2C1C=NN2